4,6-dimethoxy-2-((4-methoxybenzyl)oxy)pyrimidine COC1=NC(=NC(=C1)OC)OCC1=CC=C(C=C1)OC